1-(4-chlorophenyl)-2-(2,4-dichlorophenyl)-5-methylsulfonyl-N-(piperidin-1-yl)-1H-imidazole-4-carboxamide ClC1=CC=C(C=C1)N1C(=NC(=C1S(=O)(=O)C)C(=O)NN1CCCCC1)C1=C(C=C(C=C1)Cl)Cl